CN(CC=CC(=O)N1CC2(C1)N(CCNC2)C(=O)[O-])C 2-(4-(dimethylamino) but-2-enoyl)-2,5,8-triazaspiro[3.5]nonane-5-carboxylate